CS(=O)(=O)C=1NC(=NN1)N 5-methylsulfonyl-4H-1,2,4-triazole-3-amine